C(C)OP(OCC)C(C=1C=C2C=C(NC2=CC1)C(=O)O)(F)F 5-[(diethoxyphosphino)difluoromethyl]-1H-indole-2-carboxylic acid